ClC1=NC(=C2C=C(C(N(C2=C1)C)=O)C)N1CCCC=2N=C(N=CC21)C=2C=CC(=NC2)C(=O)OC methyl 5-(5-(7-chloro-1,3-dimethyl-2-oxo-1,2-dihydro-1,6-naphthyridin-5-yl)-5,6,7,8-tetrahydropyrido[3,2-d]pyrimidin-2-yl)picolinate